NCC1=CC=C(C=C1)CN(C1=C(C(=NN1C(C1=C(C=CC=C1)F)=O)C1C(N(CCC1C(F)(F)F)C(=O)N1CC(CC1)O)C(=O)O)OC)C 3-[5-({[4-(aminomethyl)phenyl]methyl}(methyl)amino)-1-(2-fluorobenzoyl)-4-methoxy-1H-pyrazol-3-yl]-1-(3-hydroxypyrrolidine-1-carbonyl)-4-(trifluoromethyl)piperidine-2-carboxylic acid